4-((4bS,5R,6S,7aR)-6-((3,3-difluoropyrrolidin-1-yl)methyl)-4b,5-dihydroxy-4-methoxy-7-phenyl-4b,5,6,7-tetrahydro-7aH-cyclopenta[4,5]furo[2,3-c]pyridin-7a-yl)benzonitrile FC1(CN(CC1)C[C@@H]1C([C@]2([C@](C3=C(C=NC=C3OC)O2)([C@@H]1O)O)C1=CC=C(C#N)C=C1)C1=CC=CC=C1)F